C(C)(C)(C)OC(=O)NC1=CC=CC(=N1)C1=CC=C(C=C1)C(CC(=O)[O-])(C)C 2-(4-(6-((tert-butoxycarbonyl) amino) pyridin-2-yl) phenyl)-2-methylpropanecarboxylate